8-(1-bromoethyl)-2-cyclopropyl-3,6-dimethyl-chromen-4-one BrC(C)C=1C=C(C=C2C(C(=C(OC12)C1CC1)C)=O)C